N[C@H]1C2(CN3N=CC=C31)CCN(CC2)C2=NC=C(C(N2C)=O)C2=C(C(=CC=C2)F)F (S)-2-(4'-amino-4'H,6'H-spiro[piperidine-4,5'-pyrrolo[1,2-b]pyrazol]-1-yl)-5-(2,3-difluorophenyl)-3-methylpyrimidin-4(3H)-one